NC(CN(C1=C(C=C(C=C1)NC1=NC=2N(C(=C1)NC1CC1)N=CC2)C[S@](=O)C)C)(C)C |r| (±)-5-((4-((2-Amino-2-methylpropyl)(methyl)amino)-3-((methylsulfinyl)methyl)phenyl)amino)-7-(cyclopropylamino)pyrazolo[1,5-a]pyrimidin